C(C=C)(=O)OCCCC(C(C(C(C(C(C=CC(C(C(C(C(C(F)(F)F)(F)F)(F)F)(F)F)(F)F)(F)F)(F)F)(F)F)(F)F)(F)F)(F)F)(F)F 4,4,5,5,6,6,7,7,8,8,9,9,12,12,13,13,14,14,15,15,16,16,17,17,17-pentacosafluoro-10-heptadecenyl acrylate